2-(tetrahydro-1H-pyrrolizin-7a(5H)-yl)acetic acid HCl Cl.C1CCN2CCCC12CC(=O)O